C(C)OC(CNC)=O sarcosinic acid ethyl ester